(R)-N-(1-(4-chlorophenyl)-2,2-difluoroethyl)morpholine-4-sulfonamide ClC1=CC=C(C=C1)[C@H](C(F)F)NS(=O)(=O)N1CCOCC1